7-chloro-4-[2-[3-(5-chloro-6-oxo-1-tetrahydropyran-2-yl-pyridazin-4-yl)propyl]-2-azaspiro[3.3]heptane-6-carbonyl]-2-methyl-isoindolin-1-one ClC=1C=CC(=C2CN(C(C12)=O)C)C(=O)C1CC2(CN(C2)CCCC=2C=NN(C(C2Cl)=O)C2OCCCC2)C1